FC(C=1C(=C(C=CC1)[C@@H](C)NC1=CC=NC2=CC=C(C=C12)[C@@]1(CN(CC1)C(=O)NC)OC)F)F (S)-3-(4-(((R)-1-(3-(difluoromethyl)-2-fluorophenyl)ethyl)amino)quinolin-6-yl)-3-methoxy-N-methylpyrrolidine-1-carboxamide